C1(CC1)COC1=C(C=C(C=C1)S(=O)(=O)CC)C=1C=C(C(N(C1)C)=O)NC 5-[2-(cyclopropylmethoxy)-5-ethylsulfonylphenyl]-1-methyl-3-(methylamino)pyridin-2-one